C(C1=CC=CC=C1)OC=1C(C(=CN2C1C(N1[C@H](CC[C@@]3(C2C1)CC(=NO3)C)C)=O)C(=O)O)=O (3'S,5S,7R)-12'-(benzyloxy)-3,3'-dimethyl-1',11'-dioxo-1',4',5',11'-tetrahydro-3'H,4H,7'H-spiro[isoxazole-5,6'-[2,7]methanopyrido[1,2-a][1,4]diazonine]-10'-carboxylic acid